tert-butyl (3S)-4-[7-(3-hydroxy-1-naphthyl)-6-methyl-2-[[(2S)-1-methyl-pyrrolidin-2-yl]methoxy]-5,6,7,8-tetrahydroquinazolin-4-yl]-3-methyl-piperazine-1-carboxylate OC=1C=C(C2=CC=CC=C2C1)C1C(CC=2C(=NC(=NC2C1)OC[C@H]1N(CCC1)C)N1[C@H](CN(CC1)C(=O)OC(C)(C)C)C)C